C(CCCCC\C=C\CC)CC(=O)O.NC1=NC=NN2C1=C(C(=N2)C2=C(C=C(C=C2)NC(C(=C)C)=O)F)C2=CC(=C(C(=O)NC1(CC1)C(F)(F)F)C=C2)OC 4-(4-amino-6-(2-fluoro-4-methacrylamidophenyl)pyrazolo[5,1-f][1,2,4]triazin-5-yl)-2-methoxy-N-(1-(trifluoromethyl)cyclopropyl)benzamide (E)-7-Decenyl-acetate